7-((2S,5R)-4-(1-(6-cyclopropylpyridin-3-yl)ethyl)-2,5-diethylpiperazin-1-yl)-4-methyl-2-(oxetan-3-ylmethyl)-2,4-dihydro-5H-pyrazolo[4,3-b]pyridin-5-one C1(CC1)C1=CC=C(C=N1)C(C)N1C[C@@H](N(C[C@H]1CC)C=1C=2C(N(C(C1)=O)C)=CN(N2)CC2COC2)CC